12-chloro-3,3-dimethyl-4,8,10,11-tetrazatricyclo[7.4.0.02,7]trideca-1(9),2(7),10,12-tetraene ClC=1N=NC=2NC=3CCNC(C3C2C1)(C)C